1-(carboxymethyl)pyridinium C(=O)(O)C[N+]1=CC=CC=C1